OC(=O)C(F)(F)F.C1=CC=CC=2C3=CC=CC=C3C(C12)COC(=O)C(=NOC(C(=O)O)(C)C)C=1N=C(SC1)NC(C(F)(F)F)=O 2-{(9H-fluoren-9-ylmethoxycarbonyl)-[2-(2,2,2-trifluoro-acetylamino)-thiazol-4-yl]-methyleneaminooxy}-2-methyl-propionic acid TFA salt